2-(chloromethyl)-3-cyclopropyl-2-methyl-propionyl chloride ClCC(C(=O)Cl)(CC1CC1)C